N(C(=O)C)CCC1=CC=[N+](C2=CC=C(C=C12)OC1CC1)[O-] 4-(2-Acetaminoethyl)-6-cyclopropoxy-quinoline 1-oxide